ClC[C@H](COC1=CC=C(C=C1)C(C)(C)C1=CC=C(C=C1)OC[C@H](CN1N=NC(=C1I)CO)O)O (S)-1-chloro-3-(4-(2-(4-((S)-2-hydroxy-3-(4-(hydroxymethyl)-5-iodo-1H-1,2,3-triazol-1-yl)propoxy)phenyl)propan-2-yl)phenoxy)propan-2-ol